Octane-6-yl-methanol CCCCCC(CC)CO